(Z)-7-(5-(5-chloro-2-methoxybenzylidene)-2,4-dioxathiazolidin-3-yl)heptanoic acid ClC=1C=CC(=C(\C=C/2\ON(OS2)CCCCCCC(=O)O)C1)OC